4-(2,6-Dimethoxy-4-pentylphenyl)-1,5-dimethylindolin-2-one COC1=C(C(=CC(=C1)CCCCC)OC)C1=C2CC(N(C2=CC=C1C)C)=O